BrCCC(=O)C1=CC2=CC=CC=C2C=C1 3-bromo-1-(naphthalen-2-yl)propan-1-one